NC1=NC=C(C2=C1C(=C(N2C)C2=CC=C(C=C2)NC(C(=C)F)=O)C2=CC(=C(C(=O)NCC(F)(F)F)C=C2)F)Br 4-(4-amino-7-bromo-2-{4-[(2-fluoroacrylamido)]phenyl}-1-methylpyrrolo[3,2-c]pyridin-3-yl)-2-fluoro-N-(2,2,2-trifluoroethyl)benzamide